C(C)(C)(C)N(C(O)=O)CCNC(=S)NC1=CC=C(C=C1)OC.CC1=C(C=C(O1)C(=O)NC1=NC(=NS1)CC(C)=O)C1=CC(=CC=C1)C#N 5-methyl-4-(3-cyanophenyl)-N-(3-(2-oxopropyl)-1,2,4-thiadiazol-5-yl)furan-2-carboxamide tert-butyl-(2-(3-(4-methoxyphenyl)thioureido)ethyl)carbamate